methyl 2-((tert-butoxycarbonyl)amino)-7-((8-chloronaphthalen-1-yl)oxy)-1,2,3,4-tetrahydronaphthalene-2-carboxylate C(C)(C)(C)OC(=O)NC1(CC2=CC(=CC=C2CC1)OC1=CC=CC2=CC=CC(=C12)Cl)C(=O)OC